C(C=C)(=O)OCCCCOC(=O)OC1=CC=C(C(=O)O)C=C1 4-(4-prop-2-enoyloxy-butoxycarbonyloxy)benzoic acid